tert-butyl 3-(7-(2-amino-3,5-dichloro-6-fluorophenyl)-8-fluoro-2-((hexahydro-1H-pyrrolizin-7a-yl)methoxy)pyrido[4,3-d]pyrimidin-4-yl)-3,8-diazabicyclo[3.2.1]octane-8-carboxylate NC1=C(C(=C(C=C1Cl)Cl)F)C1=C(C=2N=C(N=C(C2C=N1)N1CC2CCC(C1)N2C(=O)OC(C)(C)C)OCC21CCCN1CCC2)F